2-Ethyl 2-[2-(2-bromo-4-methoxy-phenyl)thiazol-4-yl]acetate BrC1=C(C=CC(=C1)OC)C=1SC=C(N1)CC(=O)OCC